diethylsilylbis(4,5,6,7-tetrahydro-1-indenyl)zirconium dichloride [Cl-].[Cl-].C(C)[SiH](CC)[Zr+2](C1C=CC=2CCCCC12)C1C=CC=2CCCCC12